CC(C=O)=CCC(CC)C 2,5-dimethyl-heptenal